FC(C(=O)O)(F)F.NC1(CCOCC1)C(=O)NC1CCN(CC1)C1=NC(=C(C(=C1C#N)CC)C#N)SC(C(=O)N)C1=CC=CC=C1 4-amino-N-(1-(6-((2-amino-2-oxo-1-phenylethyl)thio)-3,5-dicyano-4-ethylpyridin-2-yl)piperidin-4-yl)tetrahydro-2H-pyran-4-carboxamide 2,2,2-trifluoroacetate